methyl 2-amino-3-(2-oxo-8-pivaloyl-1,8-diazaspiro[4.5]decan-3-yl)propanoate hydrochloride Cl.NC(C(=O)OC)CC1C(NC2(C1)CCN(CC2)C(C(C)(C)C)=O)=O